(R)-6-(4-Chlorophenyl)-2-phenyl-5,6-dihydro-4H-1,3-selenazin-4-one ClC1=CC=C(C=C1)[C@H]1CC(N=C([Se]1)C1=CC=CC=C1)=O